(Z)-1-chloro-4-(3-(chloromethyl)pent-2-en-2-yl)benzene ClC1=CC=C(C=C1)\C(\C)=C(\CC)/CCl